(1R)-1-(4-methylphenyl)ethan-1-amine CC1=CC=C(C=C1)[C@@H](C)N